tert-butyl 5-cyano-7,8-dihydro-5H-1,6-naphthyridine-6-carboxylate C(#N)C1C=2C=CC=NC2CCN1C(=O)OC(C)(C)C